1-(4-(2-(1H-tetrazol-5-yl)-4-(trifluoromethyl)benzyl)piperazine-1-carbonyl)-1H-pyrazole-3-carboxylic acid N1N=NN=C1C1=C(CN2CCN(CC2)C(=O)N2N=C(C=C2)C(=O)O)C=CC(=C1)C(F)(F)F